(aminomethyl)-3-(trifluoromethyl)benzoic acid methyl ester COC(C1=C(C(=CC=C1)C(F)(F)F)CN)=O